N-[5-(4-cyano-3-fluorophenyl)-[1,2,4]triazolo[1,5-a]pyridin-7-yl]carbamic acid oxazepan-3-yl ester O1NC(CCCC1)OC(NC1=CC=2N(C(=C1)C1=CC(=C(C=C1)C#N)F)N=CN2)=O